3-(2-chloro-4-(1-((2S,6R)-2,6-dimethylmorpholino)-3-methylimidazo[1,5-a]quinoxalin-8-yl)phenoxy)-N,N-dimethylpropan-1-amine ClC1=C(OCCCN(C)C)C=CC(=C1)C1=CC=C2N=CC=3N(C2=C1)C(=NC3C)N3C[C@@H](O[C@@H](C3)C)C